1-(1-methyl-1H-pyrazol-4-yl)hydrazine-1,2-dicarboxylic acid di-tert-butyl ester C(C)(C)(C)OC(=O)N(NC(=O)OC(C)(C)C)C=1C=NN(C1)C